N-(6-Amino-2,4-dioxo-3-(prop-2-yn-1-yl)-1,2,3,4-tetrahydropyrimidin-5-yl)-3-(2-fluoro-phenyl)propanamide NC1=C(C(N(C(N1)=O)CC#C)=O)NC(CCC1=C(C=CC=C1)F)=O